CP1(C=CCC1)=O methyl-2-phospholen-1-oxide